5-ethoxy-2-(4-methoxyphenylethyl)oxazole C(C)OC1=CN=C(O1)CCC1=CC=C(C=C1)OC